5-nitro-3-oxo-9,9a-dihydro-1H,3H-oxazolo[3,4-a]indole-7-sulfonyl chloride [N+](=O)([O-])C1=CC(=CC=2CC3N(C12)C(OC3)=O)S(=O)(=O)Cl